6-(2-(methylsulfonyl)pyrimidin-5-yl)hexane-5-carboxamide CS(=O)(=O)C1=NC=C(C=N1)CC(CCCC)C(=O)N